CN(C)CC1(NOC=CC1)CNC(=O)C1=CC2=C(S1)CCCCCC2 N-({3-[(dimethylamino)methyl]oxazin-3-yl}methyl)-4H,5H,6H,7H,8H,9H-cycloocta[b]thiophene-2-carboxamide